8-chloro-6-hydroxy-2-(4-(methoxycarbonyl)bicyclo[2.2.2]oct-1-yl)quinoline-5-carboxylic acid methyl ester COC(=O)C=1C=2C=CC(=NC2C(=CC1O)Cl)C12CCC(CC1)(CC2)C(=O)OC